NC(N)C1CCCCC1 DIAMINOMETHYLCYCLOHEXAN